BrC1=C2C(=C(C=3C(C=4C(=C(C(=CC4OC13)O)OC)CC=C(C)C)=O)O)C=CC(O2)(C)C 12-bromo-5,9-dihydroxy-8-methoxy-2,2-dimethyl-7-(3-methylbut-2-en-1-yl)-2H,6H-pyrano[3,2-b]xanthen-6-one